(R)-2-(6-(1-(2-fluoro-5-(trifluoromethoxy)benzyl)-1H-pyrazol-3-yl)pyridin-2-yl)-2-hydroxy-propane-1-sulfonamide FC1=C(CN2N=C(C=C2)C2=CC=CC(=N2)[C@@](CS(=O)(=O)N)(C)O)C=C(C=C1)OC(F)(F)F